FC1=C(C(=C(C=C1OC)OC)F)C1=CC2=C(N=C(N=C2)N[C@@H]2COCC[C@@H]2NC(C=C)=O)C(=N1)CC1COCC1 N-((3S,4S)-3-((6-(2,6-difluoro-3,5-di-methoxyphenyl)-8-((tetrahydrofuran-3-yl)methyl)pyrido[3,4-d]pyrimidin-2-yl)amino)tetrahydro-2H-pyran-4-yl)acrylamide